tert-butyl ((3-(4'-(2-(4-(3-carbamoyl-5-methyl-1H-pyrazol-1-yl)phenyl)propan-2-yl)-[1,1'-biphenyl]-4-yl)oxetan-3-yl)methyl)carbamate C(N)(=O)C1=NN(C(=C1)C)C1=CC=C(C=C1)C(C)(C)C1=CC=C(C=C1)C1=CC=C(C=C1)C1(COC1)CNC(OC(C)(C)C)=O